5-amino-N-(5-bromo-4-(4-chloro-3-fluorophenyl)thiazol-2-yl)-3-methylpyridine-2-sulfonamide NC=1C=C(C(=NC1)S(=O)(=O)NC=1SC(=C(N1)C1=CC(=C(C=C1)Cl)F)Br)C